OC1CN(C2C1N(OC2)C(=O)OCC2=CC=CC=C2)C(=O)OC(C)(C)C 1-benzyl 4-tert-butyl 6-hydroxytetrahydro-1H-pyrrolo[3,2-c]isoxazole-1,4(5H)-dicarboxylate